N-[1-(2-methoxyethyl)-1H-pyrazol-4-yl]-2-(1H-pyrazol-4-yl)-1,3-thiazole-4-carboxamide COCCN1N=CC(=C1)NC(=O)C=1N=C(SC1)C=1C=NNC1